imino(methyl)(4-(7-(3-(morpholine-4-carbonyl)phenyl)furo[3,2-b]pyridin-2-yl)phenyl)-λ6-sulfanone N=S(=O)(C1=CC=C(C=C1)C1=CC2=NC=CC(=C2O1)C1=CC(=CC=C1)C(=O)N1CCOCC1)C